ClC1=NC(=CC(=N1)C1=CC=C(C=C1)C1=CC=CC=C1)C1=CC(=CC=C1)C=1C=NC=CC1 2-chloro-4-(biphenyl-4-yl)-6-{3-(pyridin-3-yl)phenyl}pyrimidine